potassium dioxalate C(C(=O)[O-])(=O)[O-].C(C(=O)[O-])(=O)[O-].[K+].[K+].[K+].[K+]